(S)-N-(1-(7-bromo-3-(4-(morpholinosulfonyl)phenyl)-4-oxo-3,4-dihydroquinazolin-2-yl)-2-(3,5-difluorophenyl)ethyl)-2-(3-cyclopropyl-1H-pyrazol-1-yl)acetamide BrC1=CC=C2C(N(C(=NC2=C1)[C@H](CC1=CC(=CC(=C1)F)F)NC(CN1N=C(C=C1)C1CC1)=O)C1=CC=C(C=C1)S(=O)(=O)N1CCOCC1)=O